Cl.OC=1C=C(C=C(C1)C)C[C@H](C(=O)O)[C@@H]1CNCC1 (2S)-3-(3-Hydroxy-5-methylphenyl)-2-[(3R)-pyrrolidin-3-yl]propanoic acid hydrochloride